F[C@@H]1C[C@@]2(CCCN2C1)CO ((2R,7aS)-2-Fluorotetrahydro-1H-pyrrolizin-7a(5H)-yl)methanol